6-[4-amino-5-(trideuteriomethoxy)pyrimidin-2-yl]-7-fluoro-2-[(4S)-4-[[6-oxo-5-(trifluoromethyl)-1H-pyridazin-4-yl]amino]pentyl]isoquinolin-1-one NC1=NC(=NC=C1OC([2H])([2H])[2H])C=1C=C2C=CN(C(C2=CC1F)=O)CCC[C@H](C)NC=1C=NNC(C1C(F)(F)F)=O